C12(CC(C1)C2)N2C(C(N(CC2)CC2=NOC(=C2)C2=CC(=CC=C2)F)=O)=O 1-(bicyclo[1.1.1]pentan-1-yl)-4-((5-(3-fluorophenyl)isoxazol-3-yl)methyl)piperazine-2,3-dione